3-((7-(4-chloro-1-(piperidin-4-ylmethoxy)naphthalen-2-yl)thieno[3,2-b]pyridin-2-yl)methyl)-6,6-dimethyl-3-azabicyclo[3.1.0]hexane-2,4-dione ClC1=CC(=C(C2=CC=CC=C12)OCC1CCNCC1)C1=C2C(=NC=C1)C=C(S2)CN2C(C1C(C1C2=O)(C)C)=O